FC(C1=C(C(=NC=C1)[C@@H](C)N)F)F (1R)-1-[4-(difluoromethyl)-3-fluoro-2-pyridinyl]Ethylamine